N-(1-(4-chlorobenzyl)-1H-indazol-3-yl)isoxazole-5-carboxamide ClC1=CC=C(CN2N=C(C3=CC=CC=C23)NC(=O)C2=CC=NO2)C=C1